FC=1C=C(C=CC1)N1N=C(C=C(C1=O)C(=O)NCC(CO)C)C1=CC=C(C=C1)C(F)(F)F 2-(3-fluorophenyl)-N-(3-hydroxy-2-methylpropyl)-3-oxo-6-[4-(trifluoromethyl)phenyl]-2,3-dihydropyridazine-4-carboxamide